10-(6-((N-hexanoyl-N-methylglycyl)oxy)-7-(hexylthio)heptyl)-2,2,9-trimethyl-3,3-diphenyl-4-oxa-18-thia-9-aza-3-silatetracosan-16-yl decanoate C(CCCCCCCCC)(=O)OC(CCCCCC(N(CCCCO[Si](C(C)(C)C)(C1=CC=CC=C1)C1=CC=CC=C1)C)CCCCCC(CSCCCCCC)OC(CN(C)C(CCCCC)=O)=O)CSCCCCCC